(8S,9S,10R,11S,13S,14S,17R)-17-glycoloyl-11-hydroxy-10,13-dimethyl-3-oxo-2,3,6,7,8,9,10,11,12,13,14,15,16,17-tetradecahydro-1H-cyclopenta[a]phenanthren-17-yl phenylacetate C1(=CC=CC=C1)CC(=O)O[C@@]1(CC[C@H]2[C@@H]3CCC4=CC(CC[C@@]4([C@H]3[C@H](C[C@]12C)O)C)=O)C(CO)=O